CC1=CC=C2C3(C(=NC2=C1C)C1=CC=CC=C1)C1=CC=CC=C1C=1C2=C(SC13)C=CC=C2 6',7'-Dimethyl-2'-phenylspiro[benzo[b]indeno[1,2-d]thiophene-6,3'-indole]